3-oxo-3,4-dihydro-indolizino[6,5,4,3-ija]quinoxaline-6-carboxylic acid methyl ester COC(=O)C=1C=C2NC(C=3N4C2=C(C1)C=CC4=CC3)=O